N2-(2-methoxy-4-(4-methyl-4H-1,2,4-triazol-3-yl)phenyl)-6-methyl-N8-(1-(tetrahydro-2H-pyran-4-yl)ethyl)pyrido[3,4-d]pyrimidine-2,8-diamine COC1=C(C=CC(=C1)C1=NN=CN1C)NC=1N=CC2=C(N1)C(=NC(=C2)C)NC(C)C2CCOCC2